1-(4-Methylisothiazol-5-yl)ethanone CC=1C=NSC1C(C)=O